N-[(1S)-5-[2-(2-aminopyridin-3-yl)-5-(5-methylpyrazin-2-yl)imidazo[4,5-b]pyridin-3-yl]-2,3-dihydro-1H-inden-1-yl]-3-formyl-4-hydroxybenzamide NC1=NC=CC=C1C1=NC=2C(=NC(=CC2)C2=NC=C(N=C2)C)N1C=1C=C2CC[C@@H](C2=CC1)NC(C1=CC(=C(C=C1)O)C=O)=O